2-aminonaphthalene-4,6,8-trisulfonic acid NC1=CC2=C(C=C(C=C2C(=C1)S(=O)(=O)O)S(=O)(=O)O)S(=O)(=O)O